(2R)-1-[4-({4-[(2,5-Dichlorophenyl)amino]-2-pyrimidinyl}amino)phenoxy]-3-(dimethylamino)-2-propanol ClC1=C(C=C(C=C1)Cl)NC1=NC(=NC=C1)NC1=CC=C(OC[C@@H](CN(C)C)O)C=C1